3-(2,2-difluoroethoxy)-N-[1-[3-(triazol-2-yl)pyrazin-2-yl]ethyl]-5-(trifluoromethyl)benzamide FC(COC=1C=C(C(=O)NC(C)C2=NC=CN=C2N2N=CC=N2)C=C(C1)C(F)(F)F)F